N,N-bis(4-methylbenzyl)-4-methyl-5-(trifluoromethyl)pyridin-2-amine CC1=CC=C(CN(C2=NC=C(C(=C2)C)C(F)(F)F)CC2=CC=C(C=C2)C)C=C1